CN([Si](C)(C)C)C1=CC=C(C=C)C=C1 p-(N-methyl-N-trimethylsilylamino)styrene